(S)-3-Benzyl-1-(methylsulfonyl)piperazine TFA salt OC(=O)C(F)(F)F.C(C1=CC=CC=C1)[C@H]1CN(CCN1)S(=O)(=O)C